O=C(CCCN(CC(CCCCCCC(=O)OCC(CC)CC)O)CC(CCCCCCC(=O)OCC(CC)CC)O)OCCN1CCN(CC1)CCSSC1=NC=CC=C1 Bis(2-ethylbutyl) 9,9'-((4-oxo-4-(2-(4-(2-(pyridin-2-yldisulfaneyl)ethyl)piperazin-1-yl)ethoxy)butyl)azanediyl)bis(8-hydroxynonanoate)